N-[[2-fluoro-4-(trifluoromethyl)phenyl]methyl]cyclobutanamine FC1=C(C=CC(=C1)C(F)(F)F)CNC1CCC1